N-(1-(8-bromo-6-cyclopropylimidazo[1,2-a]pyridin-2-yl)ethyl)-2-methylpropane-2-sulfinamide BrC=1C=2N(C=C(C1)C1CC1)C=C(N2)C(C)NS(=O)C(C)(C)C